C(C)(C)(C)OC(=O)N1C=CC2=C(C(=CC(=C12)C)OC)CN1[C@@H](C[C@H](CC1)OCC1CC1)C1=CC=C(C=C1)C(=O)OC 4-(((2S,4S)-4-(cyclopropylmethoxy)-2-(4-(methoxycarbonyl)phenyl)piperidin-1-yl)methyl)-5-methoxy-7-methyl-1H-indole-1-carboxylic acid tert-butyl ester